C(#N)C1=NC=CC(=C1)C1=CC=C(N=N1)N1C2C(OCC1)CN(C2)C#N 4-(6-(2-cyanopyridin-4-yl)pyridazin-3-yl)hexahydropyrrolo[3,4-b][1,4]Oxazine-6(2H)-carbonitrile